4-methoxy-1-methyl-1H-pyrrolo[3,2-c]pyridine COC1=NC=CC2=C1C=CN2C